FC1=C(C2=C(N(C(N=C2C23CNCC(CC2)N3C(C)(C)C3=CC=CC=C3)SC)S(=O)(=O)C(F)(F)F)S1)C1=C3C=NNC3=CC3=C1C=CC=C3 (6-fluoro-1-((trifluoromethyl)sulfonyl)-5-(1H-benzo[f]indazol-4-yl)-2-(methylthio)thieno[2,3-d]pyrimidin-4-yl)-8-(2-phenylpropan-2-yl)-3,8-diazabicyclo[3.2.1]octan